CSC1=C(C=CC2=CC=CC=C12)O 1-(methylthio)naphthalen-2-ol